OC1=CC=C(C=C1)C(C=CC1=CC(=CC=C1)C)=O 1-(4-hydroxyphenyl)-3-(3-methylphenyl)-2-propen-1-one